C[C@@]12CCC[C@H]1[C@@H]1CC=C3C[C@@H](CC[C@]3(C)[C@H]1CC2)O androst-5-en-3α-ol